CC1(OC2=C(O1)C=CC=C2SCC2=C(C(=O)OCC)C=CC(=C2F)F)C Ethyl 2-(((2,2-dimethylbenzo[d][1,3]dioxol-4-yl) thio) methyl)-3,4-difluorobenzoate